5-fluoro-3-(6-hydroxy-3-oxo-2,3-dihydro-1H-isoindol-1-yl)-1H-indole-2-carbaldehyde FC=1C=C2C(=C(NC2=CC1)C=O)C1NC(C2=CC=C(C=C12)O)=O